6-methoxymethoxy-1,3-dimethylheptyl-magnesium chloride COCOC(CCC(CC(C)[Mg]Cl)C)C